4-methyl-5-[3-methyl-7-[[5-[(2S)-2-methylmorpholine-4-carbonyl]pyridin-2-yl]amino]imidazo[4,5-b]pyridin-5-yl]oxypyridine-2-carbonitrile CC1=CC(=NC=C1OC1=CC(=C2C(=N1)N(C=N2)C)NC2=NC=C(C=C2)C(=O)N2C[C@@H](OCC2)C)C#N